ClC1=C(C(=CC=C1Cl)OC)[C@H]1C[C@@H]2N(C(CN(C2)C(=O)OC(C)(C)C)=O)CC1 tert-butyl (8R,9aS)-8-(2,3-dichloro-6-methoxyphenyl)-4-oxo-hexahydro-1H-pyrido[1,2-a]pyrazine-2-carboxylate